FC1=C2C(N(C=NC2=CC(=C1)C=1C=C(C=2N(C1)C=C(N2)C)C#N)[C@H]2COCC2)=O (R)-6-(5-fluoro-4-oxo-3-(tetrahydrofuran-3-yl)-3,4-dihydroquinazolin-7-yl)-2-methylimidazo[1,2-a]pyridine-8-carbonitrile